O1C(C=CC=C1)C(=O)COC1=CC(=CC=C1O)\C=C\C(=O)CC(=O)\C=C\C1=CC=C(O)C(OC)=C1 pyranemonocarbonyl-curcumin